N[C@]1([C@H](CC1)C)C1=NC=C(C=N1)C1=CC2=C(N=C3N2[C@H]2C4=C(C(N([C@@H]3C2)C([2H])([2H])[2H])=O)C=CC=C4C#C)C=C1 (7R,14R)-11-(2-((1R,2S)-1-amino-2-methylcyclobutyl)pyrimidin-5-yl)-1-ethynyl-6-(methyl-d3)-6,7-dihydro-7,14-methanobenzo[f]benzo[4,5]imidazo[1,2-a][1,4]diazocin-5(14H)-one